6-(1-hydroxyethyl)-2-(3-((R)-1,1,2-trifluoro-1-(4-methyl-4H-1,2,4-triazol-3-yl)propan-2-yl)phenyl)-4-(trifluoromethyl)isoindolin-1-one OC(C)C1=CC(=C2CN(C(C2=C1)=O)C1=CC(=CC=C1)[C@@](C(C1=NN=CN1C)(F)F)(C)F)C(F)(F)F